2-(2,6-dioxopiperidin-3-yl)-5-((piperidin-4-ylmethyl)amino)isoindoline-1,3-dione hydrochloride Cl.O=C1NC(CCC1N1C(C2=CC=C(C=C2C1=O)NCC1CCNCC1)=O)=O